CC1=C(C=CC(=C1)C)C1=NC(=NC(=N1)C1=C(C=C(C=C1)C)C)C1=C(C=C(C=C1)O)O 4,6-bis-(2,4-dimethylphenyl)-2-(2,4-dihydroxyphenyl)-s-triazine